(2-fluoro-4-((4-(trifluoromethyl)pyridin-2-yl)carbamoyl)phenyl)boric acid FC1=C(C=CC(=C1)C(NC1=NC=CC(=C1)C(F)(F)F)=O)OB(O)O